geraniol-14C2 [14CH3][14C](C)=CCC\C(\C)=C\CO